NC1=C(C(=NC(=N1)CC1=CC=C(C=C1)C)OCCO)OC1=C(C=CC=C1)OC 2-((6-Amino-5-(2-methoxyphenoxy)-2-(4-methylbenzyl)pyrimidin-4-yl)oxy)ethan-1-ol